(1S,6S)-3,6-dimethylcyclohex-3-ene-1-carbaldehyde CC=1C[C@@H]([C@H](CC1)C)C=O